CN1C=C(C=C1)B1OC(C(O1)(C)C)(C)C 1-methyl-3-(4,4,5,5-tetramethyl-1,3,2-dioxaborolan-2-yl)-1H-pyrrole